8-fluoro-3-(1-{[2-(trimethylsilyl)ethoxy]methyl}-1H-imidazol-4-yl)-6H,12H-indolo[2,1-b]quinazoline-6,12-dione FC=1C=C2C(C3=NC4=CC(=CC=C4C(N3C2=CC1)=O)C=1N=CN(C1)COCC[Si](C)(C)C)=O